1,1-dibenzyl 5-(heptadecan-9-yl) pentane-1,1,5-tricarboxylate C(CCCCC(=O)OC(CCCCCCCC)CCCCCCCC)(C(=O)OCC1=CC=CC=C1)C(=O)OCC1=CC=CC=C1